B([O-])(O)O.C(C)(=O)O.C(C)(=O)O.[Li+] lithium bis-acetate borate